FC1=C(C=CC=C1C[C@H]1N(CC2(CC2)[C@H]1NS(=O)(=O)C)C(=O)[C@H]1OCC1)C1=CC=CC=C1 N-((6R,7R)-6-((2-fluoro-[1,1'-biphenyl]-3-yl)methyl)-5-((S)-oxetane-2-carbonyl)-5-azaspiro[2.4]heptan-7-yl)methanesulfonamide